ClC1=C(C=CC=C1F)[C@@H](C1CC1)N1N=CC=2C1=CN=C(C2)C(=O)N[C@H](C)\C=C\S(=O)(=O)C ((R)-(2-Chloro-3-fluorophenyl)(cyclopropyl)methyl)-N-((R,E)-4-(methylsulfonyl)but-3-en-2-yl)-1H-pyrazolo[3,4-c]pyridine-5-carboxamide